tetrachloro-butyl-silane tert-Butyl-6,7,9,9a-tetrahydroisobenzofuro[1,7-cd]azepine-8(2H)-carboxylate C(C)(C)(C)OC(=O)N1CC2C3=C(CC1)C=CC=C3CO2.ClC(CCC(Cl)(Cl)Cl)[SiH3]